(2-(2H-1,2,3-triazol-2-yl)phenyl)(2-((2-methylbenzo[d]thiazol-6-yl)methyl)pyrazolidin-1-yl-4,4-d2)methanone N=1N(N=CC1)C1=C(C=CC=C1)C(=O)N1N(CC(C1)([2H])[2H])CC1=CC2=C(N=C(S2)C)C=C1